FC=1C=C(C=C(C1)F)[C@H]1N(CC[C@H](C1)NC)C(=O)N1CC2(CCCC2)[C@@H](CC1)CN1C(C=C(C=C1)C1=C(C=CC=C1)OC)=O 1-(((R)-7-((2S,4R)-2-(3,5-Difluorophenyl)-4-(methylamino)piperidine-1-carbonyl)-7-azaspiro[4.5]decan-10-yl)methyl)-4-(2-methoxyphenyl)pyridin-2(1H)-one